N,N-dimethyl-3-((5-(3-methyl-1-((3S,5R)-3,4,5-trimethylpiperazin-1-yl)imidazo[1,5-a]quinoxalin-8-yl)pyridin-2-yl)oxy)propan-1-amine CN(CCCOC1=NC=C(C=C1)C1=CC=C2N=CC=3N(C2=C1)C(=NC3C)N3C[C@@H](N([C@@H](C3)C)C)C)C